1-(Phenylmethyl)-N,N-bis[[1-(phenylmethyl)-1H-1,2,3-triazol-4-yl]methyl]-1H-1,2,3-triazole-4-methanamine C1(=CC=CC=C1)CN1N=NC(=C1)CN(CC=1N=NN(C1)CC1=CC=CC=C1)CC=1N=NN(C1)CC1=CC=CC=C1